COC1=NC2=C(N1C(=O)NCC#CC1=CC=CC=C1)C=CC=C2N2CCN(CC2)C 2-Methoxy-4-(4-methylpiperazin-1-yl)-N-(3-phenylprop-2-yn-1-yl)-1H-benzo[d]imidazole-1-carboxamide